4-(3-bromo-2-(1-methyl-1H-pyrazol-4-yl)-1-(benzenesulfonyl)-1H-pyrrolo[2,3-b]Pyridin-4-yl)piperazine-1-carboxylic acid tert-butyl ester C(C)(C)(C)OC(=O)N1CCN(CC1)C1=C2C(=NC=C1)N(C(=C2Br)C=2C=NN(C2)C)S(=O)(=O)C2=CC=CC=C2